2-(5-(((1R,3s,5S)-1,5-dimethyl-8-azabicyclo[3.2.1]octan-3-yl)(methyl)amino)-1,3,4-thiadiazol-2-yl)-5-(1H-imidazol-1-yl)phenol C[C@]12CC(C[C@](CC1)(N2)C)N(C2=NN=C(S2)C2=C(C=C(C=C2)N2C=NC=C2)O)C